3-[2-fluoro-4-(trifluoromethoxy)phenoxy]-N-{3-[imino(methyl)oxo-λ6-sulfanyl]phenyl}-5-methyl-6-(trifluoromethyl)pyridazine-4-carboxamide FC1=C(OC=2N=NC(=C(C2C(=O)NC2=CC(=CC=C2)S(=O)(C)=N)C)C(F)(F)F)C=CC(=C1)OC(F)(F)F